7-ethyl-2-methylundecan-4-ol C(C)C(CCC(CC(C)C)O)CCCC